[7-cyano-2-(hydroxymethyl)indan-5-yl]carbamate C(#N)C=1C=C(C=C2CC(CC12)CO)NC([O-])=O